3-(5-(1-(2-azaspiro[3.5]nonan-7-yl)-1H-pyrazol-4-yl)-1-oxoisoindolin-2-yl)piperidine-2,6-dione C1NCC12CCC(CC2)N2N=CC(=C2)C=2C=C1CN(C(C1=CC2)=O)C2C(NC(CC2)=O)=O